(S)-3-methylpiperazin-2-one C[C@H]1C(NCCN1)=O